C(C)(C)(C)N(C(O)=O)CCCC(=O)NC1=CC=C(C=C1)NC=1OC2=C(N1)C=C(C=C2)C.CC=2C=CC1=C(N=C(O1)NC1=CC=C(C=C1)NC(CCCNC(OC(C)(C)C)=O)=O)C2 tert-butyl 4-(4-(5-methylbenzo[d]oxazol-2-ylamino)phenylamino)-4-oxobutylcarbamate (tert-butyl 4-(4-(5-methylbenzo[d]oxazol-2-ylamino)phenylamino)-4-oxobutylcarbamate)